C(=C)B([O-])[O-] Vinylboronate